3-((3,4-difluorobenzyl)amino)-4-(methyl(4-(5-(trifluoromethyl)-1,2,4-oxadiazol-3-yl)benzyl)amino)cyclobut-3-ene-1,2-dione FC=1C=C(CNC=2C(C(C2N(CC2=CC=C(C=C2)C2=NOC(=N2)C(F)(F)F)C)=O)=O)C=CC1F